NC=1C(=C(C=CC1)C(N)=S)N diaminobenzeneothiamide